2-[(4-methoxyphenoxy)methyl]oxirane COC1=CC=C(OCC2OC2)C=C1